N,N'-Bis(naphthalen-1-yl)-N,N'-bis(phenyl)-benzidin C1(=CC=CC2=CC=CC=C12)N(C1=CC=C(C=C1)C1=CC=C(N(C2=CC=CC=C2)C2=CC=CC3=CC=CC=C23)C=C1)C1=CC=CC=C1